rac-(2r,3s,4s,5r)-3-(3,4-difluoro-2-(2-methoxyethoxy)phenyl)-4,5-dimethyl-5-(trifluoromethyl)tetrahydrofuran-2-carboxylic acid FC=1C(=C(C=CC1F)[C@H]1[C@@H](O[C@]([C@H]1C)(C(F)(F)F)C)C(=O)O)OCCOC |r|